6-(7-(((3R,4R)-3-hydroxy-4-(hydroxymethyl)-1-piperidinyl)carbonyl)-2-quinoxalinyl)-2-methyl-1(2H)-isoquinolinone O[C@H]1CN(CC[C@@H]1CO)C(=O)C1=CC=C2N=CC(=NC2=C1)C=1C=C2C=CN(C(C2=CC1)=O)C